5-methyl-7-[(3R)-oxacyclohex-3-yl]-2-[trans-4-(trifluoromethyl)cyclohexyl]pyrazolo[1,5-a]pyrimidine CC1=NC=2N(C(=C1)[C@@H]1COCCC1)N=C(C2)[C@@H]2CC[C@H](CC2)C(F)(F)F